ClC1=CC(=C(C=C1)C1OC2=C(C=CC=C2C(C1)=C=O)C1CCN(CC1)C(=O)OC(C)(C)C)F tert-Butyl 4-(2-(4-chloro-2-fluorophenyl)-4-carbonylchroman-8-yl)piperidine-1-carboxylate